2-methoxy-5-methyl-4-(1-methylpiperidin-4-yl)aniline COC1=C(N)C=C(C(=C1)C1CCN(CC1)C)C